CC1=C[C@@H]2[C@](CC[C@H]3[C@]2(CC[C@@H](C3(C)C)OC(=O)C)C=O)([C@]4([C@@]1(C(=C(C4=O)C)[O-])C)C(=O)OC)C The molecule is an enolate anion resulting from the deprotonation of the enol group of andrastin A. Major species at pH 7.3. Published in Tetrahedron, 2013, 69(38), 8199-8204. http://dx.doi.org/10.1016/j.tet.2013.07.029 It has a role as an EC 2.5.1.58 (protein farnesyltransferase) inhibitor. It is a conjugate base of an andrastin A.